3-(prop-2-yn-1-yl)piperidine hydrochloride Cl.C(C#C)C1CNCCC1